C(C1=CC=CC=C1)SC[C@@H](C=C)O |r| (±)-1-(benzylthio)but-3-en-2-ol